CC=1SC(=C2C1CCC(C2)(C)N(C(OC(C)(C)C)=O)C)SC tert-butyl N-(1,5-dimethyl-3-methylsulfanyl-6,7-dihydro-4H-2-benzothiophen-5-yl)-N-methyl-carbamate